tert-butyl (4,5,6,7-tetrahydropyrazolo[1,5-a]pyrimidin-6-yl)carbamate N1=CC=C2N1CC(CN2)NC(OC(C)(C)C)=O